4-(2-chloro-6-((8-(((1,1,1,3,3,3-hexafluoropropan-2-yl)oxy)carbonyl)-1,8-diazaspiro[4.5]decan-1-yl)methyl)phenyl)-2,2-dimethylbut-3-ynoic acid ClC1=C(C(=CC=C1)CN1CCCC12CCN(CC2)C(=O)OC(C(F)(F)F)C(F)(F)F)C#CC(C(=O)O)(C)C